rel-(S)-3-(5-(((3S,4S)-1-((7-(4-(2-hydroxypropan-2-yl)cyclohexyl)isoquinolin-3-yl)methyl)-4-(methoxymethyl)pyrrolidin-3-yl)oxy)-1-oxoisoindolin-2-yl)piperidine-2,6-dione OC(C)(C)C1CCC(CC1)C1=CC=C2C=C(N=CC2=C1)CN1C[C@H]([C@@H](C1)COC)OC=1C=C2CN(C(C2=CC1)=O)[C@@H]1C(NC(CC1)=O)=O |o1:40|